ClC=1C(=NC(=NC1)NC1=CC(=C(C=C1)N1CCN(CC1)C)OC)S1C(=NC=C1)C=1NC=CC=CC1O (1-(5-chloro-2-((3-methoxy-4-(4-methylpiperazin-1-yl)phenyl)amino)pyrimidin-4-yl)thiazol-2-yl)azepin-3-ol